FC1(CCN(CC1)S(=O)(=O)C1=C(C(=O)O)C=CC(=C1)NCCCCCCCC(F)(F)F)F ((4,4-difluoropiperidin-1-yl)sulfonyl)-4-((8,8,8-trifluorooctyl)amino)benzoic acid